methyl 4-(4-amino-5-methylthiophen-2-yl)pyrimidine-2-carboxylate NC=1C=C(SC1C)C1=NC(=NC=C1)C(=O)OC